N1(CCC1)C1=CC=CC(=N1)C1=NC2=CC(=NC=C2C=C1)CNC(OCCCC)=O butyl N-((2-(6-(azetidin-1-yl)pyridin-2-yl)-1,6-naphthyridin-7-yl)methyl)carbamate